(R)-6-methoxy-N-(piperidin-3-yl)-2-(pyrrolidin-1-yl)-7-(3-(pyrrolidin-1-yl)propoxy)quinazolin-4-amine COC=1C=C2C(=NC(=NC2=CC1OCCCN1CCCC1)N1CCCC1)N[C@H]1CNCCC1